1,3-dioctadecyl-imidazole bromide salt [Br-].C(CCCCCCCCCCCCCCCCC)N1CN(C=C1)CCCCCCCCCCCCCCCCCC